bis(2-methoxy-6-(piperidin-4-yl)phenyl)methane COC1=C(C(=CC=C1)C1CCNCC1)CC1=C(C=CC=C1C1CCNCC1)OC